potassium fluoride salt [F-].[K+]